(1-benzyl-6-((1,3-dioxoisoindolin-2-yl)methyl)-1,2,3,6-tetrahydropyridin-4-yl)carbamic acid tert-butyl ester C(C)(C)(C)OC(NC=1CCN(C(C1)CN1C(C2=CC=CC=C2C1=O)=O)CC1=CC=CC=C1)=O